Quinoxaline-5,6-diamine N1=CC=NC2=C(C(=CC=C12)N)N